(S)-2-[6-chloro-2-(1-cyclopropyl-4-methyl-1H-pyrazole-3-carbonyl)-1,2,3,4-Tetrahydroisoquinolin-8-yl]pyrrolidine-1-carboxylic acid tert-butyl ester C(C)(C)(C)OC(=O)N1[C@@H](CCC1)C=1C=C(C=C2CCN(CC12)C(=O)C1=NN(C=C1C)C1CC1)Cl